N1,N1-dimethyl-N4-(2-(4-methyl-4-phenylpiperidin-1-yl)phenyl)benzene-1,4-disulfonamide CN(S(=O)(=O)C1=CC=C(C=C1)S(=O)(=O)NC1=C(C=CC=C1)N1CCC(CC1)(C1=CC=CC=C1)C)C